(2,4-dihydroxyphenyl)-(4-hydroxyphenyl)methanone OC1=C(C=CC(=C1)O)C(=O)C1=CC=C(C=C1)O